FC(C(COCCOCC(COCCOCC(C(F)(F)F)(F)F)(COCCOCC(C(F)(F)F)(F)F)COCCOCC(C(F)(F)F)(F)F)(F)F)(F)F 1,1,1,2,2,16,16,17,17,17-decafluoro-9,9-bis((2-(2,2,3,3,3-pentafluoropropoxy)ethoxy)methyl)-4,7,11,14-tetraoxaheptadecane